benzyl ((4-fluoropiperidin-4-yl)methyl)carbamate FC1(CCNCC1)CNC(OCC1=CC=CC=C1)=O